COC1=CC2=C(NC(=N2)S(=O)(=O)CC2=NC=C(C(=C2C)OC)C)C=C1 5-methoxy-2-[[(4-methoxy-3,5-dimethyl-2-pyridyl)methyl]sulfonyl]-1H-benzimidazole